C1(=CC(=CC=C1)CC(C(=O)N)CCCCCCCCCC(CCCCCC)O)CC(C(=O)N)CCCCCCCCCC(CCCCCC)O [1,3-phenylenebis(methylene)]bis(12-hydroxystearamide)